caproyl acetate C(C)(=O)OC(CCCCC)=O